4'-Fluoro-N-(5-fluoro-2-methyl-3-(4,4,5,5-tetramethyl-1,3,2-dioxaborolan-2-yl)phenyl)-2',3'-dihydrospiro[cyclopropane-1,1'-indene]-5'-carboxamide FC1=C2CCC3(C2=CC=C1C(=O)NC1=C(C(=CC(=C1)F)B1OC(C(O1)(C)C)(C)C)C)CC3